5-((9H-fluoren-9-ylidene)amino)-5-cyclobutyl-valeronitrile C1=CC=CC=2C3=CC=CC=C3C(C12)=NC(CCCC#N)C1CCC1